CC1=CC=C(N=N1)CNC1=NC(=NC2=C1N=C(C=C2)C2=NC=C(C=C2)C)N2CCN(CC2)C(C)=O 1-(4-(4-(((6-Methylpyridazin-3-yl)methyl)amino)-6-(5-methylpyridin-2-yl)pyrido[2,3]pyrimidin-2-yl)piperazin-1-yl)ethan-1-one